(RS)-4-phosphonophenylglycine P(=O)(O)(O)C1=CC=C([C@@H](N)C(=O)O)C=C1 |r|